C(C(=C)C)(=O)OCC(CNCCC[Si](OCC)(OCC)OCC)O N-(3-methacryloxy-2-hydroxypropyl)-3-aminopropyl-triethoxysilane